4-((3aS,7aR)-7a-fluoro-1-oxooctahydro-2H-pyrrolo[3,4-c]pyridin-2-yl)benzoic acid F[C@@]12[C@@H](CNCC1)CN(C2=O)C2=CC=C(C(=O)O)C=C2